C(C)(C)(C)OC(=O)N1CCC(CC1)(C1=NN=C(N1)C1=CC=NC=C1)NC=1C=C(C(=O)N[C@@H](C)C2=CC=C(OCCCCCOCCCOCC(=O)O)C=C2)C=CC1 (S)-2-(3-((5-(4-(1-(3-((1-(tert-butoxycarbonyl)-4-(5-(pyridin-4-yl)-4H-1,2,4-triazol-3-yl)piperidin-4-yl)amino)benzamido)ethyl)phenoxy)pentyl)oxy)propoxy)acetic acid